3-propionyloxypyrrolidin-2-ketothianthrene salt O=C1CC=2SC3=CC=CC=C3SC2C=C1.C(CC)(=O)OC1CNCC1